(2-ethyl-6,7-dihydro-4H-thieno[3,2-c]pyran-4-yl)methanamine HCl salt Cl.C(C)C1=CC=2C(OCCC2S1)CN